6-amino-4-(((cis)-2-methoxycyclopentyl)amino)nicotinnitrile NC1=NC=C(C#N)C(=C1)N[C@H]1[C@H](CCC1)OC